2-(propenyl)cyanatobenzene C(=CC)C1=C(C=CC=C1)OC#N